5-amino-2-isobutyl-6-(3-methoxy-2,6-dimethylphenyl)-3-(trifluoromethyl)-2,6-dihydropyrrolo[2,3-c]pyrazole-4-carboxamide NC1=C(C=2C(=NN(C2C(F)(F)F)CC(C)C)N1C1=C(C(=CC=C1C)OC)C)C(=O)N